tert-Butyl (R)-3-((R)-3-(methoxymethyl)-4-methylpiperazin-1-yl)pyrrolidine-1-carboxylate COC[C@H]1CN(CCN1C)[C@H]1CN(CC1)C(=O)OC(C)(C)C